Phenyl-seleno chloride C1(=CC=CC=C1)[Se]Cl